C1(=CC=CC=C1)C1=C(C=CC2=CC=CC=C12)N 1-Phenylnaphthalen-2-amine